C1(CCC1)C1=CC=C2C=C(C(NC2=C1CO)=O)C(=O)N[C@H]1CS(C=C1)(=O)=O (R)-7-cyclobutyl-N-(1,1-dioxido-2,3-dihydrothiophen-3-yl)-8-(hydroxymethyl)-2-oxo-1,2-dihydroquinoline-3-carboxamide